3-(difluoromethyl)-N-((4,5-dimethylthiazol-2-yl)(o-chlorophenyl)methyl)-1-methyl-1H-pyrazole-4-carboxamide FC(C1=NN(C=C1C(=O)NC(C1=C(C=CC=C1)Cl)C=1SC(=C(N1)C)C)C)F